3-(5-chloro-2-hexyloxybenzyl)-N-(pyridin-3-yl)thiophene-2-carboxamide ClC=1C=CC(=C(CC2=C(SC=C2)C(=O)NC=2C=NC=CC2)C1)OCCCCCC